3-(3-(2-(3-((4-formyl-1H-indol-5-yl)oxy)phenyl)-1H-imidazole-5-carbonyl)phenyl)propanoic acid methyl ester COC(CCC1=CC(=CC=C1)C(=O)C1=CN=C(N1)C1=CC(=CC=C1)OC=1C(=C2C=CNC2=CC1)C=O)=O